6-((1s,4s)-4-(1-cyclopropyl-3-(trifluoromethyl)-1H-pyrazol-5-yl)cyclohexyl)-2-thia-6-azaspiro[3.4]octane 2,2-dioxide C1(CC1)N1N=C(C=C1C1CCC(CC1)N1CC2(CS(C2)(=O)=O)CC1)C(F)(F)F